N-(2-chloro-6-fluorobenzyl)-1-(5-(trifluoromethyl)pyridin-2-yl)methanamine ClC1=C(CNCC2=NC=C(C=C2)C(F)(F)F)C(=CC=C1)F